C(C)(C)(C)N(C(O)=O)C1=C2C(=NC=C1)OCC[C@H](O2)C.OCC2=NC=CC(=C2)[C@@H](C)NC(CC)=O N-[(1R)-1-[2-(hydroxymethyl)pyridin-4-yl]ethyl]propionamide tert-butyl-(R)-(2-methyl-3,4-dihydro-2H-[1,4]dioxepino[2,3-b]pyridin-9-yl)carbamate